4-methoxypyridin COC1=CC=NC=C1